FC=1C=C(C=C(C1)OC(F)(F)F)NC(OC1=CC=CC=C1)=O phenyl (3-fluoro-5-(trifluoromethoxy)phenyl)carbamate